COC1=CC=C(C=C1)N Trans-anisidine